(S)-N-(1-amino-1'-(4-amino-5-((4-(methylthio)phenyl)thio)-6-oxo-1,6-dihydropyrimidin-2-yl)-1,3-dihydrospiro[indene-2,4'-piperidin]-6-yl)acetamide N[C@@H]1C2=CC(=CC=C2CC12CCN(CC2)C=2NC(C(=C(N2)N)SC2=CC=C(C=C2)SC)=O)NC(C)=O